C1(CC1)COC=1C(=CC2=CN(N=C2C1)C1CCC(CC1)OC1CN(C1)C=1C=C2CN(C(C2=CC1)=O)C1C(NC(CC1)=O)=O)NC(=O)C=1C=NN2C1N=CC=C2 N-(6-(cyclopropylmethoxy)-2-((1r,4r)-4-((1-(2-(2,6-dioxopiperidin-3-yl)-1-oxoisoindolin-5-yl)azetidin-3-yl)oxy)cyclohexyl)-2H-indazol-5-yl)pyrazolo[1,5-a]pyrimidine-3-carboxamide